methyl 6-[[3-[tert-butyl(dimethyl)silyl] oxy-1,1-dimethyl-pent-4-enyl] amino]-3-nitro-5-(trifluoromethyl)pyridine-2-carboxylate [Si](C)(C)(C(C)(C)C)OC(CC(C)(C)NC1=C(C=C(C(=N1)C(=O)OC)[N+](=O)[O-])C(F)(F)F)C=C